(1S,4S)-5-{7-bromo-6-cyclopropyl-2-[(2S)-2-methoxypropoxy]-8-[Tert-butyl (1S)-1-phenylethoxy]quinolin-4-yl}-2,5-diazabicyclo[2.2.1]heptane-2-carboxylate BrC1=C(C=C2C(=CC(=NC2=C1O[C@@H](CC(C)(C)C)C1=CC=CC=C1)OC[C@H](C)OC)N1[C@@H]2CN([C@H](C1)C2)C(=O)[O-])C2CC2